C(CCCCCCCCCCC)(=O)[O-].C(CCCCCCCCCCC)(=O)[O-].[Ti+2] titanium bis(laurate)